OC1=C2C(=C(C3=C1C(=O)OC3=O)O)C(=O)OC2=O 3,6-dihydroxybenzene-1,2,4,5-tetracarboxylic acid 1,2:4,5-dianhydride